(1R,5S)-N-(5,5-dimethyltetrahydrofuran-3-yl)-3-(8-fluoro-7-(3-hydroxynaphthalen-1-yl)-2-((1-methylpyrrolidin-2-yl)methoxy)quinazolin-4-yl)-3,8-diazabicyclo[3.2.1]octane-8-carboxamide CC1(CC(CO1)NC(=O)N1[C@H]2CN(C[C@@H]1CC2)C2=NC(=NC1=C(C(=CC=C21)C2=CC(=CC1=CC=CC=C21)O)F)OCC2N(CCC2)C)C